[2-(4-formylcyclohexyl)-6-methyl-indazol-5-yl]-6-(trifluoromethyl)pyridine C(=O)C1CCC(CC1)N1N=C2C=C(C(=CC2=C1)C1=NC(=CC=C1)C(F)(F)F)C